((R)-1-((R)-2-benzamido-3-methoxypropanamido)-4-phenylbutyl)boronic acid C(C1=CC=CC=C1)(=O)N[C@@H](C(=O)N[C@@H](CCCC1=CC=CC=C1)B(O)O)COC